CC1(COCCN1C1=CC(=NC=2N1N=CC2I)N2CC1CCC(C2)O1)C 3-(7-(3,3-dimethylmorpholino)-3-iodopyrazolo[1,5-a]pyrimidin-5-yl)-8-oxa-3-azabicyclo[3.2.1]Octane